CC=1SC=C(N1)[C@H]1N(OCC1)C(=O)C1CCN(CC1)C1=NC=CC(=N1)N1C(CCC1)=O 1-[2-[4-[(3S)-3-(2-methyl-1,3-thiazol-4-yl)-1,2-oxazolidine-2-carbonyl]piperidin-1-yl]pyrimidin-4-yl]pyrrolidin-2-one